4-bromo-1-chloro-2-(difluoromethoxy)benzene BrC1=CC(=C(C=C1)Cl)OC(F)F